Cl.N1CCC(CC1)OC1=C2C=CC=NC2=CC=C1 5-(piperidin-4-yloxy)quinoline hydrochloride